C(C)C(C(C)(C)C1=CC(=C(C(=C1)OC)[C@H]1C=C([C@@H]2C([C@H]1C2)(C)C)CO)OC)CCCCC ((1S,4S,5S)-4-(4-(3-ethyl-2-methyloctan-2-yl)-2,6-dimethoxyphenyl)-6,6-dimethylbicyclo[3.1.1]hept-2-en-2-yl)methanol